COC(=O)N[C@H](C(=O)N1[C@@H](CCC1)C(=O)OCC1=CC=CC=C1)C(C)C (S)-benzyl 1-((S)-2-(methoxycarbonylamino)-3-methylbutanoyl)pyrrolidine-2-carboxylate